2,5-dimethyl-3-hydroxybenzonitrile CC1=C(C#N)C=C(C=C1O)C